IC1=C(C(=C(C=C1)C1=NN(C=C1)C)OC)OC 3-(4-iodo-2,3-dimethoxy-phenyl)-1-methyl-pyrazole